C(C)C(COC(C=1C=C(C(=O)OCCCCCCC)C=CC1)=O)CCCC isophthalic acid (n-heptyl) (2-ethylhexyl) ester